1-(1-oxo-1,2-dihydroisoquinolin-5-yl)-5-(trifluoromethyl)-1H-pyrazole O=C1NC=CC2=C(C=CC=C12)N1N=CC=C1C(F)(F)F